(3-hydroxy-2-isobutylphenyl)-N-methylmethanesulfonamide OC=1C(=C(C=CC1)CS(=O)(=O)NC)CC(C)C